2-(4-bromopyridin-2-yl)-2-methylpropionaldehyde BrC1=CC(=NC=C1)C(C=O)(C)C